tert-butyl-3-[(4-hydroxy-1-isopropyl-2-oxo-1,2-dihydropyrrolo[1,2-b]pyridazine-3-carbonyl)amino]-8-azabicyclo[3.2.1]octane-8-carboxylate C(C)(C)(C)OC(=O)N1C2CC(CC1CC2)NC(=O)C2=C(C=1N(N(C2=O)C(C)C)C=CC1)O